3,13-dimethyl-17-(3-(2,2,2-trifluoroethyl)oxetan-3-yl)-2,4,5,6,7,8,9,10,11,12,14,15,16,17-tetradecahydro-1H-cyclopenta[a]phenanthren-3-ol CC1(CCC2C3CCC4(C(CCC4C3CCC2C1)C1(COC1)CC(F)(F)F)C)O